(E)-N-(2-isopropylbenzyl)-2-methylpropane-2-sulfinamide C(C)(C)C1=C(CNS(=O)C(C)(C)C)C=CC=C1